O1CCC2=C1C=CC(=C2)C=2C=C1CCC(C1=CC2)N2CCC(CC2)C(=O)OC methyl 1-(5-(2,3-dihydrobenzofuran-5-yl)-2,3-dihydro-1H-inden-1-yl)piperidine-4-carboxylate